FC=1C=C2C(CC3(NC2=C(C1)F)CCN(CC3)C(=O)NCC=3SC(=CC3)C)=O 6',8'-difluoro-N-((5-methylthiophene-2-yl)methyl)-4'-oxo-3',4'-dihydro-1'h-spiro[piperidine-4,2'-quinoline]-1-carboxamide